OCCS(=O)(=O)NC1=CC(=C(C(=O)NC2=NC(=NC(=C2)C)N2CCC23COC3)C=C1)N1CCC3(CC3)CC1 4-((2-Hydroxyethyl)sulfonamido)-N-(6-methyl-2-(6-oxa-1-azaspiro[3.3]heptan-1-yl)pyrimidin-4-yl)-2-(6-azaspiro[2.5]octan-6-yl)benzamide